2,5-dihydroxy-1,4-phenylenediamine OC1=C(C=C(C(=C1)N)O)N